BrC1=CC(=C(C=N1)S(=O)(=O)Cl)C 6-bromo-4-methyl-pyridine-3-sulfonyl chloride